(2S,3R)-N-(2-amino-4-(4-(trifluoromethyl)phenethyl)phenyl)-2,3-difluoroheptanamide NC1=C(C=CC(=C1)CCC1=CC=C(C=C1)C(F)(F)F)NC([C@@H]([C@@H](CCCC)F)F)=O